trinitroethyl orthocarbonate C(OCC([N+](=O)[O-])([N+](=O)[O-])[N+](=O)[O-])([O-])([O-])[O-]